CC1=CC=C(C=C1)S(=O)(=O)OC1=C2N=CN(C2=NC(=N1)N1CCOCC1)C1=CC(=NC=C1)C(F)(F)F 2-morpholino-9-(2-(trifluoromethyl)pyridin-4-yl)-9H-purin-6-yl 4-methylbenzenesulfonate